ClC(C=O)(C)C1=CC=CC=C1 chlorophenylpropionaldehyde